7-(trifluoro-methyl)-1,2,3,4-tetrahydroisoquinoline FC(C1=CC=C2CCNCC2=C1)(F)F